[Na].IC=1C=C(C[C@H](N)C(=O)O)C=C(C1OC1=CC(=C(C=C1)O)I)I 3,3',5-Triiodo-L-thyronine sodium